CC=1N=C(OC1NC1=NC=C(C(=N1)NCCCNC(=O)C1CCC1)C(F)(F)F)N1CCN(CC1)C N-(3-((2-((4-methyl-2-(4-methylpiperazin-1-yl)oxazol-5-yl)amino)-5-(trifluoromethyl)pyrimidin-4-yl)amino)propyl)cyclobutanecarboxamide